ClC=1C=C(C=2N(N1)N=CN2)[C@@H]2[C@H](C2)C2=C(C=C(C#N)C=C2F)F 4-((1S,2S)-2-(6-chloro-[1,2,4]triazolo[1,5-b]pyridazin-8-yl)cyclopropyl)-3,5-difluorobenzonitrile